3,4-benzopyridine C1=CC=C2C=NC=CC2=C1